(4-{[2-(4-chlorophenyl)imidazo[1,2-a]pyridin-3-yl]methyl}piperazin-1-yl)(2-methylphenyl)methanone ClC1=CC=C(C=C1)C=1N=C2N(C=CC=C2)C1CN1CCN(CC1)C(=O)C1=C(C=CC=C1)C